6-(4-amino-1-tert-butyl-pyrazolo[3,4-d]pyrimidin-3-yl)-N-(2-methoxyethyl)-1H-indole-2-carboxamide NC1=C2C(=NC=N1)N(N=C2C2=CC=C1C=C(NC1=C2)C(=O)NCCOC)C(C)(C)C